COC(C1=C(C=C(C(=C1)C(F)(F)F)C=1SC(=C(C1)Cl)[Si](C(C)C)(C(C)C)C(C)C)N)=O 2-amino-4-(4-chloro-5-(triisopropylsilyl)thiophen-2-yl)-5-(trifluoromethyl)benzoic acid methyl ester